[2-(2,6-dioxo-3-piperidyl)-1,3-dioxo-isoindolin-4-yl]piperidine-4-carbaldehyde O=C1NC(CCC1N1C(C2=CC=CC(=C2C1=O)N1CCC(CC1)C=O)=O)=O